tert-butyl (3S)-3-[5-chloro-7-(morpholin-4-yl)indazol-1-yl]piperidine-1-carboxylate ClC=1C=C2C=NN(C2=C(C1)N1CCOCC1)[C@@H]1CN(CCC1)C(=O)OC(C)(C)C